(1-(4-(1-aminoethyl)phenyl)-1H-pyrrolo[2,3-b]pyridin-5-yl)(piperidin-1-yl)methanone NC(C)C1=CC=C(C=C1)N1C=CC=2C1=NC=C(C2)C(=O)N2CCCCC2